[Si](C)(C)(C(C)(C)C)N=[S@](=O)(NCC1CC1)C1=CC=C(C=C1)NC1=CC=NC2=CC(=CC=C12)OC(F)F (R)-N'-(tert-butyldimethylsilyl)-N-(cyclopropylmethyl)-4-((7-(difluoromethoxy)quinolin-4-yl)amino)benzenesulfonimidamide